(3-(2-naphthyl)-2-(naphthalen-2-yl)indolizin-1-yl)pyridin-2(1H)-one C1=C(C=CC2=CC=CC=C12)C1=C(C(=C2C=CC=CN12)N1C(C=CC=C1)=O)C1=CC2=CC=CC=C2C=C1